C(C)N(CCNC1=NC=C(C=N1)C1=C2C=C(C(=CC2=CC=2C=COC21)OC)OC)CC 9-(2-((2-(diethylamino)ethyl)amino)pyrimidin-5-yl)-6,7-dimethoxynaphtho[2,3]furan